N-(5-(2-(1-cyclopropylethyl)-7-(dimethylphosphoryl)-1-oxoisoindolin-5-yl)-4-methylthiazol-2-yl)isobutyramide C1(CC1)C(C)N1C(C2=C(C=C(C=C2C1)C1=C(N=C(S1)NC(C(C)C)=O)C)P(=O)(C)C)=O